ClC=1C=CC=C2C=CC(=NC12)NC1=C(C=C(C=C1)OCCOC(F)(F)F)C 8-chloro-N-(2-methyl-4-(2-(trifluoromethoxy)ethoxy)phenyl)quinolin-2-amine